[1,3-bis(2,6-di-3-pentylphenyl)imidazol-2-ylidene](3-chloropyridyl)dichloropalladium(II) CCC(CC)C1=C(C(=CC=C1)C(CC)CC)N1C(N(C=C1)C1=C(C=CC=C1C(CC)CC)C(CC)CC)=[Pd-3](Cl)(Cl)C1=NC=CC=C1Cl